C(CCCCC)OC(NC1=NC2=C(N1)C=C(C=C2)CCCC)=O (6-butyl-1H-benzo[d]imidazol-2-yl)carbamic acid hexyl ester